((1-(isothiazol-5-ylmethyl)pyrrolidin-3-yl)methyl)-1-(3-(4-methoxyphenyl)-1,2,4-oxadiazol-5-yl)piperidine-4-carboxamide S1N=CC=C1CN1CC(CC1)CC1N(CCC(C1)C(=O)N)C1=NC(=NO1)C1=CC=C(C=C1)OC